(S)-2-(2-(3-fluoropyrrolidin-1-yl)pyrimidin-5-yl)-6,7-dihydrothiazolo[5,4-c]pyridin-4(5H)-one F[C@@H]1CN(CC1)C1=NC=C(C=N1)C=1SC=2C(NCCC2N1)=O